2-[4-(3,5-difluorophenyl)-3-isopropyl-6-oxo-pyridazin-1-yl]-N-pyrimidin-2-yl-acetamide FC=1C=C(C=C(C1)F)C=1C(=NN(C(C1)=O)CC(=O)NC1=NC=CC=N1)C(C)C